FC1=C(C=CC=C1)N1CCCN(S1(=O)=O)CC(=O)NC1C2CC3(CC(CC1C3)C2)C(=O)N 4-(2-(6-(2-fluorophenyl)-1,1-dioxido-1,2,6-thiadiazinan-2-yl)acetamido)adamantan-1-carboxamide